6-(2-chloro-5-(isobutyrylaminomethyl)benzoylamino)-N-(4-chlorophenyl)-1H-indole-2-carboxamide ClC1=C(C(=O)NC2=CC=C3C=C(NC3=C2)C(=O)NC2=CC=C(C=C2)Cl)C=C(C=C1)CNC(C(C)C)=O